C(C)C1CCC(=O)O1 γ-ethyl-gamma-butyrolactone